nickel-tantalum selenide [Se-2].[Ta+5].[Ni+2]